1-(4-bromophenyl)-6-(trifluoromethyl)pyridin-2(1H)-one BrC1=CC=C(C=C1)N1C(C=CC=C1C(F)(F)F)=O